The molecule is a docosanoid anion that is the conjugate base of (7R,14S)-dihydroxy-(4Z,8E,10E,12Z,16Z,19Z)-docosahexaenoic acid, obtained by deprotonation of the carboxy group; major species at pH 7.3. It is a docosanoid anion, a hydroxy fatty acid anion, a polyunsaturated fatty acid anion and a long-chain fatty acid anion. CC/C=C\\C/C=C\\C[C@@H](/C=C\\C=C\\C=C\\[C@@H](C/C=C\\CCC(=O)[O-])O)O